2-[4-(4-hydroxypiperidin-1-yl)-6-(3,4,5-trimethoxyphenyl)pyrimidin-2-ylamino]-4-methylthiazole-5-carboxylic acid ethyl ester C(C)OC(=O)C1=C(N=C(S1)NC1=NC(=CC(=N1)N1CCC(CC1)O)C1=CC(=C(C(=C1)OC)OC)OC)C